N[C@@H]1CN(CC[C@H]1O)C=1C=C(C=NC1)C=1C(=C(C=C(C1)F)C1=CC(=C(C=C1)N1C(N(C=C1)C)=O)Cl)O 1-(3'-(5-((3R,4R)-3-amino-4-hydroxypiperidin-1-yl)pyridin-3-yl)-3-chloro-5'-fluoro-2'-hydroxy-[1,1'-biphenyl]-4-yl)-3-methyl-1H-imidazol-2(3H)-one